(S)-4-(cyclopropyl(4-(5,6,7,8-tetrahydro-1,8-naphthyridin-2-yl)butyl)amino)-2-(((neopentyloxy)carbonyl)amino)butanoic acid C1(CC1)N(CC[C@@H](C(=O)O)NC(=O)OCC(C)(C)C)CCCCC1=NC=2NCCCC2C=C1